(1-((6'-chloro-3,4'-difluoro-[2,3'-bipyridin]-5-yl)methyl)-4-fluoropiperidin-4-yl)methanol ClC1=CC(=C(C=N1)C1=NC=C(C=C1F)CN1CCC(CC1)(F)CO)F